5-[4-(cyclopropylamino)-1-piperidyl]-N-(8-fluoro-2,3-dimethyl-imidazo[1,2-a]pyridin-6-yl)pyrido[3,4-b]pyrazine-8-carboxamide C1(CC1)NC1CCN(CC1)C1=NC=C(C=2C1=NC=CN2)C(=O)NC=2C=C(C=1N(C2)C(=C(N1)C)C)F